(2-aminoethyl)-2,3-dimethoxybenzamide NCCC1=C(C(=C(C(=O)N)C=C1)OC)OC